(S)-2-(2-(7-(3-(aminomethyl)-2-fluorophenyl)benzofuran-5-yl)-4-methyl-3,4-dihydro-2H-benzo[b][1,4]oxazin-8-yl)acetic acid ethyl ester C(C)OC(CC1=CC=CC2=C1O[C@H](CN2C)C=2C=C(C1=C(C=CO1)C2)C2=C(C(=CC=C2)CN)F)=O